C(C)(=O)C1=C(C=C(C=C1)F)C(=O)C=1SC(=CC1OC)C1=CC=2C(=NSN2)C=C1 (2-acetyl-5-fluorophenyl)(5-(2,1,3-benzothiadiazol-5-yl)-3-methoxy-2-thienyl)methanone